BrC1=CC=2N3C4=C(C=CC=C4C4(C2C=C1)C1=CC=CC=C1C=1C=CC=CC14)C=1C=CC=CC13 11'-bromospiro[fluorene-9,8'-indolo[3,2,1-de]acridine]